N1=C(C=CC(=C1)CNC1=C2N=CN(C2=NC(=N1)N1N=C(C=C1N)C)C(C)C)C=1C=NC=CC1 N-([2,3'-bipyridin]-5-ylmethyl)-2-(5-amino-3-methyl-1H-pyrazol-1-yl)-9-isopropyl-9H-purin-6-amine